C(C)(C)(C)OC(=O)N1C2(CC2)CN(CC1)C=1C2=C(N=CN1)N(C=C2C2CC2)S(=O)(=O)C2=CC=C(C)C=C2.OC(CN(C2=CC=C(C=C2)C)CC(C)O)C N,N-bis(2-hydroxypropyl)p-toluidine tert-Butyl-7-(5-cyclopropyl-7-tosyl-7H-pyrrolo[2,3-d]pyrimidin-4-yl)-4,7-diazaspiro[2.5]octane-4-carboxylate